CC1=CC=2N(C=C1)C(=C(N2)C=2C=NC(=CC2C)N2N=CC=C2)C[C@H]2CN(CCO2)C(=O)OC methyl (S)-2-((7-methyl-2-(4-methyl-6-(1H-pyrazol-1-yl)pyridin-3-yl)imidazo[1,2-a]pyridin-3-yl)methyl)morpholine-4-carboxylate